N-[1-(2-methoxyphenyl)ethyl]-5-[5-(trifluoromethyl)-1,2,4-oxadiazol-3-yl]pyrimidin-2-amine COC1=C(C=CC=C1)C(C)NC1=NC=C(C=N1)C1=NOC(=N1)C(F)(F)F